CO[C@H]1[C@@H](O[C@H]([C@@H]([C@H]1OC)OC)C)OC(N)=O carbamic acid [(2S,3R,4R,5S,6S)-3,4,5-trimethoxy-6-methyltetrahydropyran-2-yl] ester